(S)-3-Benzyl-9-(methylsulfonyl)-4-oxo-1,3,4,9-tetrahydropyrano[3,4-b]indole-3-carbonitrile C(C1=CC=CC=C1)[C@@]1(C(C2=C(N(C3=CC=CC=C23)S(=O)(=O)C)CO1)=O)C#N